C(C1CCCO1)C=C(C(=O)[O-])C#N tetrahydrofurfurylcyanoacrylate